3-bromo-5,5-dimethyl-4,5-dihydroisoxazole BrC1=NOC(C1)(C)C